4-[3-(4-propoxyphenoxy)propyl]morpholine C(CC)OC1=CC=C(OCCCN2CCOCC2)C=C1